tert-Butyl (2S,4R)-2-[2-[6-bromo-4-(difluoromethyl)-7-methyl-indazol-2-yl]-3-ethoxy-3-oxo-propanoyl]-4-fluoro-pyrrolidine-1-carboxylate BrC=1C=C(C2=CN(N=C2C1C)C(C(=O)[C@H]1N(C[C@@H](C1)F)C(=O)OC(C)(C)C)C(=O)OCC)C(F)F